ClC1=CC=C(C=N1)NC(=O)NC1C(N(CCC1)C1=C(C=C(C=C1)C1=C(C=CC=C1)S(=O)(=O)C)F)=O (6-Chloropyridin-3-yl)-3-(1-(3-fluoro-2'-(methylsulfonyl)-[1,1'-biphenyl]-4-yl)-2-oxopiperidin-3-yl)urea